CP(=O)(C)C1=CN(NC=C1OC)CC1=CC=C(C=C1)OC 4-(dimethylphosphoryl)-5-methoxy-2-(4-methoxybenzyl)pyridazine